8-benzyl-2-(methylsulfinyl)-7-oxo-7,8-dihydropyrido[2,3-d]pyrimidine-6-carbonitrile C(C1=CC=CC=C1)N1C(C(=CC2=C1N=C(N=C2)S(=O)C)C#N)=O